2-[2-bromo-5-(ethylsulfanyl)-1-methyl-1H-imidazol-4-yl]-3-methyl-6-(pentafluoroethyl)-3H-imidazo[4,5-c]pyridine BrC=1N(C(=C(N1)C1=NC2=C(C=NC(=C2)C(C(F)(F)F)(F)F)N1C)SCC)C